Boc-3-fluoro-D-phenylalanine C(=O)(OC(C)(C)C)N[C@H](CC1=CC(=CC=C1)F)C(=O)O